C(CCC)OC=1C=C(C=C(C=O)C1)C=O 5-butyloxyisophthalaldehyde